CN1C(=CC(=C1C)B1OC(C(O1)(C)C)(C)C)C#N 1,5-dimethyl-4-(4,4,5,5-tetramethyl-1,3,2-dioxaborolan-2-yl)-1H-pyrrole-2-carbonitrile